3-(5-fluoro-2-methyl-6-oxo-1,6-dihydropyridin-3-yl)-1-(4-fluoro-2-methylphenyl)-6-(trifluoromethyl)-2,3-dihydroquinazolin-4(1H)-one FC1=CC(=C(NC1=O)C)N1CN(C2=CC=C(C=C2C1=O)C(F)(F)F)C1=C(C=C(C=C1)F)C